4-((6-((1-((6-bromo-1-(oxetan-2-ylmethyl)-1H-indole-2-yl)methyl)piperidin-4-yl)oxy)pyridin-2-yl)methoxy)-3-fluorobenzonitrile BrC1=CC=C2C=C(N(C2=C1)CC1OCC1)CN1CCC(CC1)OC1=CC=CC(=N1)COC1=C(C=C(C#N)C=C1)F